1-(5-methyl-1,3-thiazol-4-yl)methylamine CC1=C(N=CS1)CN